C(CC)NC1=NC(=NC(=N1)NCCC)N(OCC(C)C)C N-(4,6-Bis-propylamino-[1,3,5]triazin-2-yl)-O-isobutyl-N-methyl-hydroxylamine